C(CCC)N1C=[N+](C=C1)CCCCS(=O)(=O)[O-].C(CCC)S(=O)(=O)O.C(#N)N1C[C@@H](CC1)NC(C1=CC(=C(C(=C1)F)C=1C=NN(C1)C)F)=O (R)-N-(1-cyanopyrrolidin-3-yl)-3,5-difluoro-4-(1-methyl-1H-pyrazol-4-yl)benzamide 1-butanesulfonate (4-(3-butyl-1-imidazolio)-1-butanesulfonate)